((2R)-1-methylpyrrolidin-2-yl)prop-2-enoic acid CN1[C@H](CCC1)C(C(=O)O)=C